fluoroindanone FC1C(C2=CC=CC=C2C1)=O